O=C1N(C[C@@H](C1)CCC)[C@H](C(=O)N)CC (2S)-2-[(4R)-2-oxo-4-propyl-pyrrolidin-1-yl]butyramide